Tert-butyl 3-(cyclopropyl(methyl)carbamoyl)-6,7-dihydroisoxazolo[4,5-c]pyridine-5(4H)-carboxylate C1(CC1)N(C(=O)C1=NOC2=C1CN(CC2)C(=O)OC(C)(C)C)C